(S)-(S)-alpha-methoxy-alpha-trifluoromethylphenylacetic acid CO[C@@](C(=O)O)(C(F)(F)F)C1=CC=CC=C1